(2-fluoro-6-(2-methyl-1H-benzimidazole-5-yl)-4-Propylphenyl)methanol FC1=C(C(=CC(=C1)CCC)C1=CC2=C(NC(=N2)C)C=C1)CO